[Cl-].C(CCCCCCCCCCCCCCCCC)(=O)OC(COP(=O)(OCCC#N)OCC[N+]1(CCCCC1)C)COC(CCCCCCCCCCCCCCCCC)=O 1-(2-(((2,3-Bis(stearoyloxy)propoxy)(2-cyanoethoxy)phosphoryl)oxy)ethyl)-1-methylpiperidin-1-ium Chloride